(6-(3-fluoropyridin-4-yl)-2-methyl-3-nitrophenyl)methanol FC=1C=NC=CC1C1=CC=C(C(=C1CO)C)[N+](=O)[O-]